Cl.NC1CC(C1)NC1=C2C(=NC=3N1N=CC3)C3(CC3)C(C2)CO (8-(((1R,3R)-3-aminocyclobutyl)amino)-6,7-dihydrospiro[cyclopenta[d]pyrazolo[1,5-a]pyrimidine-5,1'-cyclopropane]-6-yl)methanol hydrochloride